BrC1=C(C(=CC=2C(COC21)C)C2(NC(=CC(=N2)NC)C)N)F 2-(7-bromo-6-fluoro-3-methyl-2,3-dihydrobenzofuran-5-yl)-N4,6-dimethyl-pyrimidine-2,4-diamine